BrC=1C=CC(=C(C1)C=1N=CC2=C(N1)C(=NC=C2)Cl)OC 2-(5-bromo-2-methoxyphenyl)-8-chloropyrido[3,4-d]Pyrimidine